1-(4-(6-(2-amino-8-methyl-[1,2,4]-triazolo[1,5-a]-pyridin-7-yl)pyrazin-2-yl)-1H-pyrazol-1-yl)-1-(4-fluoro-phenyl)-2-methyl-propan-2-ol NC1=NN2C(C(=C(C=C2)C2=CN=CC(=N2)C=2C=NN(C2)C(C(C)(O)C)C2=CC=C(C=C2)F)C)=N1